2-(5-amino-2-(1-((R)-1-(2,6-dichloro-3-cyclopropylphenyl)ethyl)-1H-imidazo[4,5-c]pyridin-6-yl)phenyl)propionic acid NC=1C=CC(=C(C1)C(C(=O)O)C)C1=CC2=C(C=N1)N=CN2[C@H](C)C2=C(C(=CC=C2Cl)C2CC2)Cl